tetrahydropyrrolo[1,2-b]isoquinolin-3(2H)-one C1CC(N2CC3CC=CC=C3C=C21)=O